3-(5-(6,6-difluoro-2-azaspiro[3.3]heptane-2-carbonyl)-1-oxoisoindolin-2-yl)piperidine-2,6-dione FC1(CC2(CN(C2)C(=O)C=2C=C3CN(C(C3=CC2)=O)C2C(NC(CC2)=O)=O)C1)F